CC(C)(CCN1N=CC(=C1)[N+](=O)[O-])O 2-methyl-4-(4-nitro-1H-pyrazol-1-yl)butan-2-ol